3-(tert-butyl)-1-(3-fluoro-4-methoxyphenyl)-1H-pyrazol-5-amine C(C)(C)(C)C1=NN(C(=C1)N)C1=CC(=C(C=C1)OC)F